N-((4,4-difluorocyclohexyl)methyl)-6-(6-(4-methoxypyridin-3-yl)-4-methyl-1H-pyrazolo[4,3-c]pyridin-1-yl)-4-((2R,3S)-2-methyl-3-((methylsulfonyl)methyl)azetidin-1-yl)pyridin-2-amine FC1(CCC(CC1)CNC1=NC(=CC(=C1)N1[C@@H]([C@H](C1)CS(=O)(=O)C)C)N1N=CC=2C(=NC(=CC21)C=2C=NC=CC2OC)C)F